BrC=1C=CC=2N(C1)C(=NN2)C(=O)N2CCC(CC2)C2=C(C=CC(=C2)F)C(F)(F)F (6-bromo-[1,2,4]triazolo[4,3-a]pyridin-3-yl)(4-(5-fluoro-2-(trifluoromethyl)phenyl)piperidin-1-yl)methanone